(7-(2-fluoro-6-methylphenyl)-2-azaspiro[3.5]non-2-yl)((1s,3s)-3-hydroxy-3-methylcyclobutyl)methanone FC1=C(C(=CC=C1)C)C1CCC2(CN(C2)C(=O)C2CC(C2)(C)O)CC1